[2-(2,2-dimethylpropylsulfonyl)ethylamino]ammonium chloride [Cl-].CC(CS(=O)(=O)CCN[NH3+])(C)C